C(C)C1(CCNCC1)C(=O)N(CC(NC=1C=C2C[C@]3(C(NC4=NC=CC=C43)=O)CC2=CC1)=O)CC1=C(CNC(OC(C)(C)C)=O)C=CC=C1 (R)-tert-Butyl 2-((4-ethyl-N-(2-oxo-2-((2'-oxo-1,1',2',3-tetrahydrospiro[indene-2,3'-pyrrolo[2,3-b]pyridin]-5-yl)amino)ethyl)piperidine-4-carboxamido)methyl)benzylcarbamate